BrC1=NN(C(=C1)C(=O)NC1(CC1)C(NC1=CC=C(C=C1)C(C)(C)C)=O)C1=NC=CC=C1Cl 3-bromo-N-(1-((4-tert-butylphenyl)carbamoyl)cyclopropyl)-1-(3-chloropyridin-2-yl)-1H-pyrazole-5-carboxamide